tert-Butyl (9-((3aR,4R,6S,6aS)-6-formyl-2,2-dimethyltetrahydrofuro[3,4-d][1,3]dioxol-4-yl)-9H-purin-6-yl)carbamate C(=O)[C@H]1O[C@H]([C@H]2[C@@H]1OC(O2)(C)C)N2C1=NC=NC(=C1N=C2)NC(OC(C)(C)C)=O